3-({[5,5-difluoro-1-(pyridin-3-yl)piperidin-3-yl]amino}methyl)-1-methyl-1,4-dihydroquinolin-4-one FC1(CC(CN(C1)C=1C=NC=CC1)NCC1=CN(C2=CC=CC=C2C1=O)C)F